NC[C@@H]1N(C(OC1)(C)C)C(=O)OC(C)(C)C tert-Butyl (4S)-4-(aminomethyl)-2,2-dimethyl-1,3-oxazolidine-3-carboxylate